epoxyhexanoic acid C1C(CCCC(=O)O)O1